ClC1=CC(=NC(=C1N(C)C)Cl)C1=NC(=NC(=N1)NC(C(F)(F)F)C)NC(C(F)(F)F)C 6-(4,6-dichloro-5-dimethylaminopyridin-2-yl)-N2,N4-bis(1,1,1-trifluoroprop-2-yl)-1,3,5-triazine-2,4-diamine